(S)-2-(1-amino-2-(3,5-difluorophenyl)ethyl)-3-(4-methoxyphenyl)pyrido[2,3-d]pyrimidin-4(3H)-one, hydrochloride salt Cl.N[C@@H](CC1=CC(=CC(=C1)F)F)C=1N(C(C2=C(N1)N=CC=C2)=O)C2=CC=C(C=C2)OC